7-(4-Aminophenyl)-1-(3,4,5-trimethoxyphenyl)-3,4-dihydropyrrolo[1,2-a]pyrazine NC1=CC=C(C=C1)C=1C=C2N(CCN=C2C2=CC(=C(C(=C2)OC)OC)OC)C1